C[N+](C)(C)CCOP(=O)([O-])OCCCCCCCCCCCCCCCCCCC1C=CC(I)=CC=1 18-(p-iodophenyl)octadecylphosphocholine